CC=1C(=C(C=C(C1)C(F)(F)F)O)C=1N=NC2=C(N1)CCCN2[C@H]2CNCCC2 (R)-3-methyl-2-(8-(piperidin-3-yl)-5,6,7,8-tetrahydropyrido[3,2-e][1,2,4]triazin-3-yl)-5-(trifluoromethyl)phenol